Cl.ClC=1C=C(COC2=CC=C3CCNCC3=C2)C=C(C1)F 7-((3-chloro-5-fluorobenzyl)oxy)-1,2,3,4-tetrahydroisoquinoline hydrochloride salt